CSC(SC)=NC#N [bis(methylsulfanyl)methylidene](cyano)amine